N-((2-(6-aminopyridin-3-yl)thiazol-5-yl)methyl)-11-oxo-10,11-dihydrodibenzo[b,f][1,4]oxazepine-8-carboxamide NC1=CC=C(C=N1)C=1SC(=CN1)CNC(=O)C1=CC2=C(OC3=C(C(N2)=O)C=CC=C3)C=C1